C(C1=CC=CC=C1)OCC1C(C1C)C(=O)O 2-[(benzyloxy)methyl]-3-methylcyclopropane-1-carboxylic acid